COCC1(C(NC(N1)=O)=O)CCC(N1CC2=CC=C(C=C2C1)C(F)(F)F)=O 5-(methoxymethyl)-5-(3-oxo-3-(5-(trifluoromethyl)isoindolin-2-yl)propyl)imidazolidine-2,4-dione